CC(CC=O)C=CCC(CCCC(C)C)C 2,6,10-trimethylundec-3-ene-1-carbaldehyde